[N+](=O)([O-])C1=C(C=CC=C1)S(=O)(=O)NC(OCC1=CC=CC=C1)=O benzyl N-(2-nitrophenyl)sulfonylcarbamate